CC1N(CCOC1)CCOC Methylmethoxyethylmorpholine